(R)-5-((8-methyl-4-oxochroman-7-yl)oxy)-5,6,7,8-tetrahydronaphthalene-2-carbonitrile CC=1C(=CC=C2C(CCOC12)=O)O[C@H]1C=2C=CC(=CC2CCC1)C#N